N-methyl-N-[2-(4-methylpiperazin-1-yl)ethyl]-1H-pyrrolo[2,3-b]pyridine-2-carboxamide CN(C(=O)C1=CC=2C(=NC=CC2)N1)CCN1CCN(CC1)C